(3aS,7aR)-1-[6-(3-Fluoro-1H-indol-6-yl)-5-methyl-pyridazin-3-yl]-6-methyl-3,3a,4,5,7,7a-hexahydro-2H-pyrrolo[2,3-c]pyridine FC1=CNC2=CC(=CC=C12)C1=C(C=C(N=N1)N1CC[C@H]2[C@@H]1CN(CC2)C)C